Cl.FC=1C=C(C=C(C1C=1C=NNC1)F)C=1SC2=C(N1)SC(=N2)N(C2CCNCC2)C 5-[3,5-Difluoro-4-(1H-pyrazol-4-yl)phenyl]-N-methyl-N-(piperidin-4-yl)[1,3]thiazolo[5,4-d][1,3]thiazol-2-amin Hydrochlorid